2-amino-5-(4-(2-(3,5-difluorophenyl)-2-hydroxyacetamido)-2-methoxyphenyl)-N-isopropylnicotinamide NC1=C(C(=O)NC(C)C)C=C(C=N1)C1=C(C=C(C=C1)NC(C(O)C1=CC(=CC(=C1)F)F)=O)OC